4-bromo-N-[2-(dimethylamino)ethyl]-3-piperazin-2-yl-benzamide BrC1=C(C=C(C(=O)NCCN(C)C)C=C1)C1NCCNC1